FC(C(=O)O)(F)F.N[C@@H]1CN(CC1)C1=CC2=C(N=C(N=C2)C2=CC3=CN(N=C3C(=C2O)C)C)N=C1 (S)-5-(6-(3-aminopyrrolidin-1-yl)pyrido[2,3-d]pyrimidin-2-yl)-2,7-dimethyl-2H-indazol-6-ol 2,2,2-trifluoroacetate